((2-fluorophenyl)ethynyl)-5-methyl-1,5-dihydro-4H-pyrazolo[3,4-d]pyrimidin-4-one FC1=C(C=CC=C1)C#CN1N=CC2=C1N=CN(C2=O)C